N1=C(C=CC=C1)CNCC1=CC=C(C=C1)CN(C1CCCC=2C=CC=NC12)CCNC1=CC=CC=C1 N-(2-pyridylmethyl)-N'-[2-[(phenyl)amino]ethyl]-N'-(5,6,7,8-tetrahydro-8-quinolinyl)-1,4-xylylenediamine